tert-butyl (1-(4-(4-(benzo[d]thiazol-5-ylamino)quinolin-7-yl)-3-fluorobenzoyl)azetidin-3-yl)carbamate S1C=NC2=C1C=CC(=C2)NC2=CC=NC1=CC(=CC=C21)C2=C(C=C(C(=O)N1CC(C1)NC(OC(C)(C)C)=O)C=C2)F